D-SelenoCysteine N[C@H](C[SeH])C(=O)O